Methyl 8-((4-(((tert-butoxycarbonyl)(methyl)amino)methyl)phenyl)amino)-8-oxooctanoate C(C)(C)(C)OC(=O)N(C)CC1=CC=C(C=C1)NC(CCCCCCC(=O)OC)=O